Beta-hydroxypropionic acid 2-ethylhexyl ester C(C)C(COC(CCO)=O)CCCC